BrC1=CC=C2C(=CNC2=C1N1N=CC=N1)S(=O)(=O)NC1=NC(=C(C(=N1)OC)OCCF)OC 6-bromo-N-[5-(2-fluoroethoxy)-4,6-dimethoxy-pyrimidin-2-yl]-7-(triazol-2-yl)-1H-indole-3-sulfonamide